[1-[(1R)-1-[(1R,2R)-2-[(7-fluoro-2,2-dimethyl-chroman-4-yl)carbamoyl]cyclopropyl]-3-methoxy-propyl]-4,4-dimethyl-6-oxo-hexahydropyrimidin-2-ylidene]ammonium FC1=CC=C2C(CC(OC2=C1)(C)C)NC(=O)[C@H]1[C@@H](C1)[C@@H](CCOC)N1C(NC(CC1=O)(C)C)=[NH2+]